FC1=C2[C@H](N(C(C2=CC=C1C1=NC=CC(=C1)CN1C[C@@H](CC1)O)=O)[C@@H]1C(NC(CC1)=O)=O)C (S)-3-((R)-4-fluoro-5-(4-(((R)-3-hydroxypyrrolidin-1-yl)methyl)pyridin-2-yl)-3-methyl-1-oxoisoindolin-2-yl)piperidine-2,6-dione